(S)-1-(m-methoxyphenyl)ethylamine COC=1C=C(C=CC1)[C@H](C)N